ClC1=C(C#N)C=CC(=N1)N1CC(C1)(F)F 2-chloro-6-(3,3-difluoroazetidin-1-yl)nicotinonitrile